(2,6-dibromo-4-cyano-phenyl) acetate C(C)(=O)OC1=C(C=C(C=C1Br)C#N)Br